ClC1=CC2=C(C=N1)C(N(C2)CCN(C(OC(C)(C)C)=O)C[C@H]2NC(CC2)=O)=O (S)-tert-Butyl (2-(6-chloro-3-oxo-1H-pyrrolo[3,4-c]pyridin-2(3H)-yl)ethyl)((5-oxopyrrolidin-2-yl)methyl)carbamate